C1(CCCCC1)COCC1=C(C=CC=C1)B(O)O (2-[(CYCLOHEXYLMETHOXY)METHYL]PHENYL)BORANEDIOL